(S)-(+)-2-amino-butanol N[C@H](CO)CC